ClC=1C=C2C(=NC1I)N(C(=N2)OC2CCC2)COCC[Si](C)(C)C 6-chloro-2-cyclobutoxy-5-iodo-3-((2-(trimethylsilyl)ethoxy)methyl)-3H-imidazo[4,5-b]pyridine